C1(CC1)C[C@@H](CO)NC1=NC(=NC=C1C=1OC(=NN1)C)NC=1C=C2CCNC(C2=CC1)=O (S)-6-((4-((1-cyclopropyl-3-hydroxy-2-propyl)amino)-5-(5-methyl-1,3,4-oxadiazol-2-yl)pyrimidin-2-yl)amino)-3,4-dihydroisoquinolin-1(2H)-one